5-fluoro-6-methoxy-3-((2-(trimethylsilyl)ethoxy)methyl)quinazolin-4(3H)-one FC1=C2C(N(C=NC2=CC=C1OC)COCC[Si](C)(C)C)=O